N1N=CC(=C1)C1=CC=C(O1)C(=O)NC=1C(=NN(C1)C1CC(C1)OCC(F)(F)F)C1=NC=CC=C1 5-(1H-pyrazol-4-yl)-N-(3-(pyridin-2-yl)-1-((1s,3s)-3-(2,2,2-trifluoroethoxy)cyclobutyl)-1H-pyrazol-4-yl)furan-2-carboxamide